N-(17-(((4S)-6-(4-chlorophenyl)-4-(2-(ethylamino)-2-oxoethyl)-1-methyl-4H-benzo[f][1,2,4]triazolo[4,3-a][1,4]diazepin-8-yl)oxy)-3,6,9,12,15-pentaoxaheptadecyl)-2,3-dihydroxybenzamide ClC1=CC=C(C=C1)C1=N[C@H](C=2N(C3=C1C=C(C=C3)OCCOCCOCCOCCOCCOCCNC(C3=C(C(=CC=C3)O)O)=O)C(=NN2)C)CC(=O)NCC